N[C@H]1CN(CCC1)C=1N(C2=C(C=NN(C2=O)CC2=NC3=CC=CC=C3C(=N2)C)N1)CC#CC 2-((R)-3-amino-piperidin-1-yl)-3-(but-2-ynyl)-5-(4-methyl-quinazolin-2-ylmethyl)-3,5-dihydro-imidazo[4,5-d]pyridazin-4-one